BrC1=C(OC=2C=C(N)C=CC2)C(=CC(=C1C)[N+](=O)[O-])F 3-(2-bromo-6-fluoro-3-methyl-4-nitrophenoxy)aniline